7,7-dimethyloxepan CC1(CCCCCO1)C